CC(C(=O)O)C(CC)C 2,3-dimethyl-pentanic acid